CO[Si]1(C(CCC1CCCC)CCCC)OC 1,1-dimethoxy-2,5-dibutyl-silacyclopentane